C(#N)C(C)(C)C1=NN=C(O1)C1=CC2=C(C(CC(C(N2CC2=CC=C(C=C2)C2=NC=CC(=C2)C(F)(F)F)=O)NC(OC(C)(C)C)=O)(F)F)C=C1F tert-butyl N-[8-[5-(1-cyano-1-methyl-ethyl)-1,3,4-oxadiazol-2-yl]-5,5,7-trifluoro-2-oxo-1-[[4-[4-(trifluoromethyl)-2-pyridyl]phenyl]methyl]-3,4-dihydro-1-benzazepin-3-yl]carbamate